[N+](=O)([O-])C1=CC=C(C2=CC=CC=C12)OC1=CC(=NC=C1)NC(C)=O N-{4-[(4-nitro-1-naphthyl)oxy]-2-pyridyl}acetamide